4-cyano-4-(2-iodothieno[3,2-c]pyridin-4-yl)butanoate C(#N)C(CCC(=O)[O-])C1=NC=CC2=C1C=C(S2)I